NC=1C=CC(=C(C1)S(=O)(=O)NC(C)(C)C)C1=CN=C(S1)N1CC(C1)N 5-amino-2-[2-(3-aminoazetidin-1-yl)thiazol-5-yl]-N-tert-butyl-benzenesulfonamide